3-[3-tert-butyl-5-(2H-benzotriazol-2-yl)-4-hydroxyphenyl]propionic acid C(C)(C)(C)C=1C=C(C=C(C1O)N1N=C2C(=N1)C=CC=C2)CCC(=O)O